2-bromo-N-(4-methoxy-2,6-dimethylphenyl)acetamide BrCC(=O)NC1=C(C=C(C=C1C)OC)C